N-(2-fluorobenzyl)-2-(5-methoxy-1H-indazol-3-yl)ethan-1-amine FC1=C(CNCCC2=NNC3=CC=C(C=C23)OC)C=CC=C1